C(C1=CC=CC=C1)OC(=O)N1CCC(CC1)N(C(=O)OC(C)(C)C)CCCC1=CC=C(C=C1)F N-[1-(benzyloxycarbonyl)-4-piperidinyl]-N-(tert-butoxycarbonyl)-3-(4-fluorophenyl)propylamine